O1C(COC2=C1C=CC=C2)C2=CC=C(CNC1CCCC1)C=C2 N-[4-(2,3-dihydro-1,4-benzodioxin-2-yl)benzyl]cyclopentylamine